(3-chloro-2-{[(2,4-dimethoxyphenyl)methyl]amino}quinolin-7-yl)methanol ClC=1C(=NC2=CC(=CC=C2C1)CO)NCC1=C(C=C(C=C1)OC)OC